4'-((2-butyl-4-oxo-1,3-diazaspiro[4.4]non-1-en-3-yl)methyl)-N-(4,5-dimethylisoxazol-3-yl)-6-(ethoxymethyl)-[1,1'-biphenyl]-2-sulfonamide C(CCC)C1=NC2(C(N1CC1=CC=C(C=C1)C=1C(=CC=CC1COCC)S(=O)(=O)NC1=NOC(=C1C)C)=O)CCCC2